N-[4-[2-oxo-6-[4-(trifluoromethyl)-3-thienyl]-1H-pyridin-4-yl]-2-pyridyl]acetamide O=C1NC(=CC(=C1)C1=CC(=NC=C1)NC(C)=O)C1=CSC=C1C(F)(F)F